tert-butoxycarbonyl-diphenyl-alanine C(C)(C)(C)OC(=O)[C@](N(C1=CC=CC=C1)C1=CC=CC=C1)(C)C(=O)O